NC1CCC(CC1)NC1=NC2=C(C=C(C=C2C=N1)C1=CC(=C(C(=C1)F)NS(=O)(=O)C1=C(C=CC=C1)Cl)F)CC N-(4-(2-(((1r,4r)-4-aminocyclohexyl)amino)-8-ethylquinazolin-6-yl)-2,6-difluorophenyl)-2-chlorobenzenesulfonamide